(R,S)-tert-Butyl 2-ethyl-1-oxa-6-azaspiro[2.5]octane-6-carboxylate C(C)[C@H]1OC12CCN(CC2)C(=O)OC(C)(C)C